CN1C(N(C2=C1C(=CC=C2)N2CCNCC2)C2C(NC(CC2)=O)=O)=O 3-[3-methyl-2-oxo-4-(piperazin-1-yl)-1,3-benzodiazol-1-yl]piperidine-2,6-dione